N1-(2,2-difluorocyclopentyl)-N1-ethyl-2-fluorobenzene-1,4-diamine FC1(C(CCC1)N(C1=C(C=C(C=C1)N)F)CC)F